FC1=C(/C=C/C=2C=C(C(=NC2)C(C)C)O)C=CC(=C1)F (E)-5-(2,4-Difluorostyryl)-2-isopropylpyridin-3-ol